6-(2'-decyltetradecanoyloxy)hexanal C(CCCCCCCCC)C(C(=O)OCCCCCC=O)CCCCCCCCCCCC